ClCCC[Si](O[Si](C)(C)C)(O[Si](C)(C)C)O[Si](C)(C)C (3-chloropropyl)tris(trimethylsiloxy)silane